10-decyl-diphosphonic acid CCCCCCCCCCP(=O)(O)OP(=O)O